1-(3-((5-chloro-2-((3-methyl-1-(8-methyl-8-azabicyclo[3.2.1]octan-3-yl)-1H-pyrazol-4-yl)amino)pyrimidin-4-yl)amino)propyl)-4-methyl-1,4-diazepan-2-one ClC=1C(=NC(=NC1)NC=1C(=NN(C1)C1CC2CCC(C1)N2C)C)NCCCN2C(CN(CCC2)C)=O